C(C)SC(NC1=C(C=C(C=C1)N(C)CC1=CC=C(C=C1)F)OCC1=CC=CC=C1)=O {2-Benzyloxy-4-[(4-fluorobenzyl)-(methyl)amino]-phenyl}-thiocarbamic acid S-ethyl ester